2-(4-chlorophenyl)-2-(1-cyclopropylethyl)-ethylene oxide ClC1=CC=C(C=C1)C1(CO1)C(C)C1CC1